C(C)C1(CCNCC1)C(=O)N(CC(NC=1C=C2C[C@]3(C(NC4=NC=CC=C43)=O)CC2=CC1)=O)CC1=C(CN(C(OC(C)(C)C)=O)C(C)C)C=CC=C1 (R)-tert-Butyl 2-((4-ethyl-N-(2-oxo-2-((2'-oxo-1,1',2',3-tetrahydrospiro[indene-2,3'-pyrrolo[2,3-b]pyridin]-5-yl)amino)ethyl)piperidine-4-carboxamido)methyl)benzyl(isopropyl)carbamate